C12NC3CC(CC(C1)C3)C2 (1r,3r,5r,7r)-2-azaadamantan